FC(C=1C(=C(C(=C(C1F)C(F)(F)F)F)[B-](C1=C(C(=C(C(=C1F)C(F)(F)F)F)C(F)(F)F)F)(C1=C(C(=C(C(=C1F)C(F)(F)F)F)C(F)(F)F)F)C1=C(C(=C(C(=C1F)C(F)(F)F)F)C(F)(F)F)F)F)(F)F.[Li+] lithium tetrakis(3,5-bis(trifluoromethyl)-2,4,6-trifluoro-phenyl)borate